3-ethyl-4-((4-fluorobenzyl)amino)-1-methyl-1H-pyrazolo[3,4-d]pyrimidine-6-carbonitrile C(C)C1=NN(C2=NC(=NC(=C21)NCC2=CC=C(C=C2)F)C#N)C